CC=1C(=NC=NC1)C(=O)N 5-methylpyrimidine-4-carboxamide